N[C@H](CCC(N)=O)C(=O)O D-glutamine